tert-butyl (2R,5S)-4-(7-(4-cyanopyridin-2-yl)-5-cyclopropyl-7H-pyrrolo[2,3-d]pyrimidin-4-yl)-2,5-dimethylpiperazine-1-carboxylate C(#N)C1=CC(=NC=C1)N1C=C(C2=C1N=CN=C2N2C[C@H](N(C[C@@H]2C)C(=O)OC(C)(C)C)C)C2CC2